ClC=1C=CC=C2C=CC=C(C12)C1=CC=C2C(=NC(=NC2=C1F)NCC12CCCN2CCC1)N1C[C@@H](N(CC1)C(=O)OC(C)(C)C)CC#N tert-butyl (S)-4-(7-(8-chloronaphth-1-yl)-8-fluoro-2-(((tetrahydro-1H-pyrrolizin-7a(5H)-yl)methyl)amino)quinazolin-4-yl)-2-(cyanomethyl)piperazine-1-carboxylate